tert-butyl (S)-4-(4-(2-((tert-butoxycarbonyl)amino)-3-oxo-3-(piperidin-1-yl)propyl)phenyl)pent-4-enoate C(C)(C)(C)OC(=O)N[C@@H](CC1=CC=C(C=C1)C(CCC(=O)OC(C)(C)C)=C)C(N1CCCCC1)=O